3-{5-[4-(5-{4-[(1R,2S)-6-hydroxy-2-phenyl-1,2,3,4-tetrahydronaphthalen-1-yl]phenoxy}pentyl)piperazin-1-yl]-1-oxo-2,3-dihydro-1H-isoindol-2-yl}piperidine-2,6-dione OC=1C=C2CC[C@@H]([C@@H](C2=CC1)C1=CC=C(OCCCCCN2CCN(CC2)C=2C=C3CN(C(C3=CC2)=O)C2C(NC(CC2)=O)=O)C=C1)C1=CC=CC=C1